C(C)N1N=CC2=CC=C(C=C12)C1=CC(=NN1CC1=NC=CC=C1)COC(C(=O)O)(C)C 2-([5-(1-Ethyl-1H-indazol-6-yl)-1-([pyridin-2-yl]methyl)-1H-pyrazol-3-yl]methoxy)-2-methylpropanoic acid